ClC=1C=C(CCN2C[C@@H](CCC2)COC2=CC=C(C=C2)N(S(=O)(=O)C)C)C=CC1 (R)-N-(4-((1-(3-chlorophenethyl)piperidin-3-yl)methoxy)phenyl)-N-methylmethanesulfonamide